5-((R)-2-((1H-pyrazol-1-yl)methyl)azetidin-1-yl)-8-fluoro-7-(7-fluoro-3-(methoxymethoxy)-8-((triisopropylsilyl)ethynyl)naphthalen-1-yl)-2-(methylsulfinyl)pyrido[4,3-d]pyrimidine N1(N=CC=C1)C[C@@H]1N(CC1)C1=NC(=C(C=2N=C(N=CC21)S(=O)C)F)C2=CC(=CC1=CC=C(C(=C21)C#C[Si](C(C)C)(C(C)C)C(C)C)F)OCOC